Dimesityl-((2-nitrobenzyl)oxy)borane C1(=C(C(=CC(=C1)C)C)B(OCC1=C(C=CC=C1)[N+](=O)[O-])C1=C(C=C(C=C1C)C)C)C